N-({4-chloro-1H,3H-furo[3,4-c]quinolin-7-yl}methyl)-N-(3-cyano-1-methyl-1H-pyrazol-4-yl)-6-cyclopropylpyridine-3-carboxamide ClC1=NC=2C=C(C=CC2C2=C1COC2)CN(C(=O)C=2C=NC(=CC2)C2CC2)C=2C(=NN(C2)C)C#N